CN1C=NC(=C1C(=O)O)C(=O)O 1-methylimidazole-4,5-dicarboxylic acid